C([C@@H]1[C@@H]([C@@H]([C@H]([C@@H](O1)O[C@H]2[C@H](O[C@H]([C@@H]([C@H]2O)O)O)CO)O)O)O)O The molecule is a beta-D-galactopyranosyl-(1->4)-D-galactopyranose with a beta-configuration at the reducing end anomeric center. It has a role as a bacterial metabolite.